C(C)C=1C=NNC1 4-Ethyl-pyrazole